COC(=O)C=1C2=C(N=C(N1)Cl)N(N=N2)C(C)C2=C(C=C(C=C2)Cl)Cl 5-chloro-3-(1-(2,4-dichlorophenyl)ethyl)-3H-[1,2,3]triazolo[4,5-d]pyrimidine-7-carboxylic acid methyl ester